NC=1C=CC(=NC1)N1N=C(C(=C1)C1=CN=C(N1C)C(=O)NC1=CC(=C(C=C1)C(=O)N1CCN(CC1)C(=O)C1CCNCC1)Cl)C(F)(F)F 5-[1-(5-Amino-2-Pyridyl)-3-(Trifluoromethyl)Pyrazol-4-yl]-N-[3-Chloro-4-[4-(Piperidine-4-Carbonyl)Piperazine-1-Carbonyl]Phenyl]-1-Methyl-Imidazole-2-Carboxamide